3-Hydroxypyrazole OC1=NNC=C1